ClC=1C(=NC=C(C1)C1=CC=NC2=CC=CC=C12)OC[C@](CC(C)C)(N)C (S)-1-((3-chloro-5-(quinolin-4-yl)pyridin-2-yl)oxy)-2,4-dimethyl-pentan-2-amine